C1(CC1)C1=C(C=CC=C1)[C@H]1N(CCC1)C1CC2(CN(C2)C(=O)OC(C)(C)C)C1 tert-butyl 6-[(2S)-2-(2-cyclopropylphenyl)pyrrolidin-1-yl]-2-azaspiro[3.3]heptane-2-carboxylate